Methyl 2-((6-(6-((4-cyano-2-fluorobenzyl)oxy)pyridin-2-yl)-3-azabicyclo[4.1.0]heptan-3-yl)methyl)-1-((S)-oxetan-2-ylmethyl)-1H-benzo[d]imidazole-6-carboxylate C(#N)C1=CC(=C(COC2=CC=CC(=N2)C23CCN(CC3C2)CC2=NC3=C(N2C[C@H]2OCC2)C=C(C=C3)C(=O)OC)C=C1)F